N,N-di-n-propyl-1,3-propanediamine C(CC)N(CCCN)CCC